COC1=C(C=C(C=C1)NS(=O)(=O)C1=CNC2=NC=CC=C21)OCCOC N-[4-methoxy-3-(2-methoxyethoxy)phenyl]-1H-pyrrolo[2,3-b]pyridine-3-sulfonamide